CS(=O)(=O)OCC1=NC(=NC=C1)C(F)(F)F (2-(trifluoromethyl)pyrimidin-4-yl)methyl methanesulfonate